tert-butyl [(2R)-6-chloro-2-({(3S)-4-[2-(4-chloro-3-fluorophenoxy)acetamido]-3-hydroxybicyclo[2.2.2]octan-1-yl}carbamoyl)-2,3-dihydro-4H-1,4-benzoxazin-4-yl]acetate ClC=1C=CC2=C(N(C[C@@H](O2)C(NC23C[C@@H](C(CC2)(CC3)NC(COC3=CC(=C(C=C3)Cl)F)=O)O)=O)CC(=O)OC(C)(C)C)C1